O\N=C(\C(=O)OC(/C(/CC)=N/O)=O)/CC (E)-2-(hydroxyimino)butanoic anhydride